BrC1=CC=C(C=C1)C1=NN=C(C2=CC=CC=C12)C1=CC=2N(C3=CC=CC=C3C2C=C1)C1=CC2=CC=CC=C2C=C1 2-(4-(4-bromophenyl)phthalazin-1-yl)-9-(naphthalen-2-yl)-9H-carbazole